(R)-N2-(3-chloro-4-fluorophenyl)-N4-(1-cyclopropylethyl)-8-(3,6-dihydro-2H-pyran-4-yl)quinazoline-2,4-diamine ClC=1C=C(C=CC1F)NC1=NC2=C(C=CC=C2C(=N1)N[C@H](C)C1CC1)C=1CCOCC1